C1(CCCC1)CNCC1=CC=C2CNC(C2=C1)=O 6-{[(cyclopentylmethyl)amino]methyl}-2,3-dihydro-isoindol-1-one